C(C)(=O)C1=C(C=C(C=C1OCC)[C@@H](C)N(C(=O)NC1(CC(C1)OCC)C(=O)OCC)CCO[C@@H](C)C1=CC=CC=C1)OCC ethyl trans-1-[([(1R)-1-(4-acetyl-3,5-diethoxyphenyl) ethyl] {2-[(1S)-1-phenylethoxy] ethyl} carbamoyl) amino]-3-ethoxycyclobutane-1-carboxylate